C(CCC)[Sn](C1=CC2=C(S1)C=C(C=C2)[Se]CC(CCCCCC)CCCC)(CCCC)CCCC tributyl-(6-(2-butyloctyl)seleno-benzo[3,2-b]thiophen-2-yl)tin